4,6-dichloro-N-methoxy-N-methyl-nicotinamide ClC1=CC(=NC=C1C(=O)N(C)OC)Cl